(R)-acetylbenzyl alcohol C(C)(=O)[C@@H](C1=CC=CC=C1)O